2'-chloro-N-(5-(5-chloro-4-methoxy-pyrimidine-2-carbonyl)-5,6-dihydro-4H-pyrrolo[3,4-d]thiazol-2-yl)-5'-methoxy-6-methyl-[4,4'-bipyridine]-3-carboxamide ClC1=NC=C(C(=C1)C1=C(C=NC(=C1)C)C(=O)NC=1SC2=C(N1)CN(C2)C(=O)C2=NC=C(C(=N2)OC)Cl)OC